O1C(CCCC1)N1N=CN=N1 2-tetrahydropyran-2-yl-tetrazole